Bis(2-(3-chlorophenyl)-1H-indol-3-yl)methane butyl-4-[(methanesulfonyloxy)methyl]piperidine-1-carboxylate C(CCC)OC(=O)N1CCC(CC1)COS(=O)(=O)C.ClC=1C=C(C=CC1)C=1NC2=CC=CC=C2C1CC1=C(NC2=CC=CC=C12)C1=CC(=CC=C1)Cl